6-(Azetidin-1-yl)-4-fluoro-N-[2-methyl-6-(propan-2-yl)benzene-1-sulfonyl]-1-benzofuran-2-carboxamide N1(CCC1)C1=CC2=C(C=C(O2)C(=O)NS(=O)(=O)C2=C(C=CC=C2C(C)C)C)C(=C1)F